COC1=C(C=C(C=N1)NC(C=C)=O)COC1CC2(CC2)C1 N-(6-Methoxy-5-((spiro[2.3]hexan-5-yloxy)methyl)pyridin-3-yl)acrylamide